CN1N=C(C(=C1)C)C1(CCCC1)NC1=C(C(C1=O)=O)NC1=C(C(=NC=C1)C(=O)N(C)C)O 4-((2-((1-(1,4-dimethyl-1H-pyrazol-3-yl)cyclopentyl)amino)-3,4-dioxocyclobut-1-en-1-yl)amino)-3-hydroxy-N,N-dimethylpicolinamide